C(C)(C)(C)OC(=O)N1CCC2(CC1)CC(=C(CC2)C2=C(C1=C(N=CN=C1N)N2C)C2=CC=C(C=C2)OC([2H])([2H])[2H])F 9-(4-amino-5-(4-(methoxy-d3)phenyl)-7-methyl-7H-pyrrolo[2,3-d]pyrimidin-6-yl)-8-fluoro-3-azaspiro[5.5]undec-8-ene-3-carboxylic acid tert-butyl ester